CC=1N=C(SC1C1=NC(=NC=C1)NC)NC(=O)NC=1C=C(C=CC1)C 1-(4-methyl-5-(2-(methylamino)pyrimidin-4-yl)thiazol-2-yl)-3-(m-tolyl)urea